N-(1-cyano-2-(2-oxopiperidin-3-yl)ethyl)-5,5-difluoro-2-(9-hydroxy-9H-fluorene-9-carbonyl)-2-azabicyclo[2.2.2]octane-3-carboxamide C(#N)C(CC1C(NCCC1)=O)NC(=O)C1N(C2CC(C1CC2)(F)F)C(=O)C2(C1=CC=CC=C1C=1C=CC=CC21)O